CNC1CCC(CC1)N (1r,4r)-N1-methylcyclohexane-1,4-diamine